(hexahydropyrrolo[3,4-c]pyrrol-2(1H)-yl)(2-(phenylamino)pyrimidin-4-yl)methanone C1N(CC2C1CNC2)C(=O)C2=NC(=NC=C2)NC2=CC=CC=C2